N-(2-(4-(4-cyclopentylpiperazine-1-yl)piperidine-1-yl)-5-((6-((R)-3-(2,5-difluorophenyl)isoxazolidine-2-yl)pyrimidine-4-yl)amino)-4-methoxyphenyl)acrylamide C1(CCCC1)N1CCN(CC1)C1CCN(CC1)C1=C(C=C(C(=C1)OC)NC1=NC=NC(=C1)N1OCC[C@@H]1C1=C(C=CC(=C1)F)F)NC(C=C)=O